ClC1=CC=C(C(=N1)C)S(=O)(=O)N1CC2(C1)C[C@@H](CC2)N2CCOCC2 (R)-4-(2-((6-chloro-2-methylpyridin-3-yl)sulfonyl)-2-azaspiro[3.4]oct-6-yl)morpholine